3-(2,5-Dimethylphenyl)-4-hydroxy-8-methoxy-1,8-diazaspiro[4.5]dec-3-en-2-on CC1=C(C=C(C=C1)C)C=1C(NC2(C1O)CCN(CC2)OC)=O